ClC1=CC=C(C=N1)C(=O)NC1=CC=C(C=C1)C(\C=C\C1=CC=C(C=C1)N(C)CCO)=O 6-Chloro-N-[4-[(E)-3-[4-[2-hydroxyethyl(methyl)amino]phenyl]prop-2-enoyl]phenyl]pyridine-3-carboxamide